BrC=1C=C2C(CC(C2=CC1)=O)C 5-bromo-3-methyl-2,3-dihydro-1H-inden-1-one